CC1(OB(OC1(C)C)C=1C=NN(C1)CC(F)(F)F)C 4-(4,4,5,5-Tetramethyl-1,3,2-dioxaborolan-2-yl)-1-(2,2,2-trifluoroethyl)-1H-pyrazole